CO[C@H]1[C@@H](CN(C1)C(=O)OC(C)(C)C)C(=O)OC trans-1-tert-butyl 3-methyl 4-methoxypyrrolidine-1,3-dicarboxylate